Calcium DibenzochryseneSulfonate C1(=CC=CC=2C3=CC=C4C=CC5=C(C4=C3C3=C(C12)C=CC=C3)C=CC=C5)S(=O)(=O)[O-].[Ca+2].C5(=CC=CC=3C1=CC=C2C=CC4=C(C2=C1C1=C(C53)C=CC=C1)C=CC=C4)S(=O)(=O)[O-]